FC1=C(C(=O)N[C@H](C(=O)OC)CC2=C3CCCOC3=C(C=C2)C=2C(N(C(=CC2C(F)(F)F)C)C)=O)C(=CC(=C1)N[C@@H](C(F)(F)F)C)F methyl (S)-2-(2,6-difluoro-4-(((R)-1,1,1-trifluoropropan-2-yl)amino) benzamido)-3-(8-(1,6-dimethyl-2-oxo-4-(trifluoromethyl)-1,2-dihydropyridin-3-yl)chroman-5-yl)propanoate